C(C)N(C1=CC=C(C=C1)C(C=1C(=CC=C2C=CC=NC12)O)NC1=NC=CC=C1)CC 8-((4-Diethylaminophenyl)(pyridin-2-ylamino)methyl)quinolin-7-ol